FC1=CC(=C(C=C1C=1C=NC(=NC1)N([C@H]1COCC1)C)NC(=O)C1=CNC(C=C1C(F)(F)F)=O)N1C[C@H](N(CC1)C)C |r| N-[4-fluoro-5-[2-[methyl-[rac-(3R)-oxolan-3-yl]amino]pyrimidin-5-yl]-2-[rac-(3R)-3,4-dimethylpiperazin-1-yl]phenyl]-6-oxo-4-(trifluoromethyl)-1H-pyridine-3-carboxamide